2-oxoethyl-piperazine-1-carboxylic acid tert-butyl ester C(C)(C)(C)OC(=O)N1C(CNCC1)CC=O